(1R,3S)-3-(3-((4-methoxy-1-methyl-6-oxo-1,6-dihydropyridin-3-yl)amino)-1H-pyrazol-5-yl)cyclopentyl bicyclo[1.1.1]pentan-1-ylcarbamate C12(CC(C1)C2)NC(O[C@H]2C[C@H](CC2)C2=CC(=NN2)NC2=CN(C(C=C2OC)=O)C)=O